3-(5-((4-((4-isopropylpiperidin-1-yl)methyl)benzyl)amino)-4-oxobenzo[d][1,2,3]triazin-3(4H)-yl)piperidine-2,6-dione C(C)(C)C1CCN(CC1)CC1=CC=C(CNC2=CC=CC=3N=NN(C(C32)=O)C3C(NC(CC3)=O)=O)C=C1